(3S)-1-(2-((6-(2,4-difluoro-6-methoxyphenyl)-5-nitropyridin-2-yl)amino)-5-(1-(2,2-difluoroethyl)-1H-pyrazol-4-yl)pyridin-4-yl)piperidin-3-ol FC1=C(C(=CC(=C1)F)OC)C1=C(C=CC(=N1)NC1=NC=C(C(=C1)N1C[C@H](CCC1)O)C=1C=NN(C1)CC(F)F)[N+](=O)[O-]